4-((6-((6-chloro-4-fluoropyridin-3-yl)ethynyl)pyridin-3-yl)methyl)morpholine ClC1=CC(=C(C=N1)C#CC1=CC=C(C=N1)CN1CCOCC1)F